O=C(CN1C=C(C2=CC=CC=C12)C=O)CC1=CC=C(C=C1)C (2-oxo-3-(p-tolyl)propyl)-1H-indole-3-carbaldehyde